C(C)C(COC(C(=C(C1=CC=CC=C1)C1=CC=CC=C1)C#N)=O)CCCC 2-ethylhexyl-2-cyano-3,3-diphenylacrylate